Cl.C1OCC12CC(C2)N 2-oxaspiro[3.3]heptan-6-amine hydrochloric acid salt